ClC=1C=C(C2=C(CCO2)C1)S(=O)(=O)NC=1C=C2C(=NC1)CNC2=O 5-Chloro-N-(5-oxo-6,7-dihydro-5H-pyrrolo[3,4-b]pyridin-3-yl)-2,3-dihydrobenzofuran-7-sulfonamide